Bipyridine formate C(=O)O.N1=C(C=CC=C1)C1=NC=CC=C1